(7-(8-ethylnaphthalen-1-yl)-2-((tetrahydro-1H-pyrrolizin-7a(5H)-yl)methoxy)-5,6,7,8-tetrahydropyrido[3,4-d]pyrimidin-4-yl)thiomorpholine 1,1-dioxide C(C)C=1C=CC=C2C=CC=C(C12)N1CC=2N=C(N=C(C2CC1)N1CCS(CC1)(=O)=O)OCC12CCCN2CCC1